C(C)(=O)NC1=NC=CC(=C1)C1=C(N=C(N1COCC[Si](C)(C)C)SC)C1=C(C=CC=C1)NC(=O)C=1OC=CC1 N-(2-(5-(2-acetamidopyridin-4-yl)-2-(methylthio)-1-((2-(trimethylsilyl)ethoxy)methyl)-1H-imidazol-4-yl)phenyl)furan-2-carboxamide